(Z)-3-(3-(3,5-bis-(trifluoromethyl)-phenyl)-1H-1,2,4-triazol-1-yl)-2-(thiazol-2-yl)-acrylonitrile FC(C=1C=C(C=C(C1)C(F)(F)F)C1=NN(C=N1)\C=C(\C#N)/C=1SC=CN1)(F)F